6-((1-(3-hydroxyphenyl)ethyl)thio)-1-methyl-5-phenyl-1H-pyrazolo[3,4-d]pyrimidin-4(5H)-one OC=1C=C(C=CC1)C(C)SC=1N(C(C2=C(N1)N(N=C2)C)=O)C2=CC=CC=C2